CN(C1=CC=C(C=C1)C1=NC(=C2C=CC=NC2=C1)NCC(C)O)C 1-[[7-[4-(dimethylamino)phenyl]-1,6-naphthyridin-5-yl]amino]-2-propanol